5-(3,4-dichlorophenyl)-1,2,3,6-tetrahydropyrazine ClC=1C=C(C=CC1Cl)C1=NCCNC1